1-(4-hydroxy-3-methylphenyl)-2-(4-(4-fluoro-phenyl)-4-hydroxypiperidin-1-yl)-propan-1-ol mesylate S(C)(=O)(=O)OC(C(C)N1CCC(CC1)(O)C1=CC=C(C=C1)F)C1=CC(=C(C=C1)O)C